NCC1=NC2=CC(=CC=C2C(N1)=O)C=1C=NN(C1C1=C(C#N)C(=CC(=C1F)Cl)OC1CC1)C (2R)-2-(4-(2-(aminomethyl)-4-oxo-3,4-dihydro-quinazolin-7-yl)-1-methyl-1H-pyrazol-5-yl)-4-chloro-6-cyclopropyloxy-3-fluorobenzonitrile